2-(4,4-Dimethylpiperidin-1-yl)acetic acid CC1(CCN(CC1)CC(=O)O)C